CN1N=CC=2C1=NC(=CC2N2CC1=C(CC2)N(N=C1C)CC12CCC(CC1)(CC2)NC(CO)=O)C N-(4-((5-(1,6-dimethyl-1H-pyrazolo[3,4-b]pyridin-4-yl)-3-methyl-4,5,6,7-tetrahydro-1H-pyrazolo[4,3-c]pyridin-1-yl)methyl)bicyclo[2.2.2]oct-1-yl)-2-hydroxyacetamide